C1(CCC1)NC1=NC=CC=C1C=1C=NN2C1N=C(C=C2)N2CCN(CC2)C(=O)O[C@@H]2CNC(C2)=O [(3S)-5-oxopyrrolidin-3-yl] 4-[3-[2-(cyclobutylamino)-3-pyridyl] pyrazolo[1,5-a]pyrimidin-5-yl]piperazine-1-carboxylate